[Na].SC(CC)(O)S dimercaptopropanol sodium